FC1=C(C=C(C=C1)C(C)=O)C 1-(4-fluoro-3-methylphenyl)ethan-1-one